N-((2,4-difluorophenyl)(methyl)(oxo)-λ6-sulfaneylidene)-4-(5-(trifluoromethyl)-1,2,4-oxadiazol-3-yl)benzamide FC1=C(C=CC(=C1)F)S(=NC(C1=CC=C(C=C1)C1=NOC(=N1)C(F)(F)F)=O)(=O)C